C(#N)C1=CC(=C(C=C1)N1N=CC(=C1)[C@H](CNC(OC(C)(C)C)=O)O)OC1=NC(=NC(=C1)C1=CC=CC=C1)C tert-Butyl N-[(2R)-2-[1-[4-cyano-2-(2-methyl-6-phenylpyrimidin-4-yl)oxyphenyl]pyrazol-4-yl]-2-hydroxyethyl]carbamate